benzyl (4S,7S)-7-(((tert-butyldimethylsilyl)oxy)methyl)-1-oxa-6-azaspiro[3.5]nonane-6-carboxylate [Si](C)(C)(C(C)(C)C)OC[C@H]1N(C[C@@]2(CCO2)CC1)C(=O)OCC1=CC=CC=C1